Ethyl-1-(7-fluoro-4-isopropyl-2-(2-methoxyphenyl)quinolin-6-yl)-3-(hydroxymethyl)-1H-1,2,4-triazol-5(4H)-one C(C)N1C(=NN(C1=O)C=1C=C2C(=CC(=NC2=CC1F)C1=C(C=CC=C1)OC)C(C)C)CO